6-((1,4-dioxaspiro[4.5]decan-8-yl)amino)-1-(2,2,2-trifluoroethyl)-1H-imidazo[4,5-c]pyridine-2-carbonitrile O1CCOC12CCC(CC2)NC2=CC1=C(C=N2)N=C(N1CC(F)(F)F)C#N